NC(CCC(C(=O)OC(C)(C)C)N1C(C2=CC=CC(=C2C1)OCC1=CC=C(C=C1)CN(CCOC)CCOC)=O)=O tert-Butyl 5-amino-2-(4-(4-((bis(2-methoxyethyl)amino)methyl) benzyloxy)-1-oxoisoindolin-2-yl)-5-oxopentanoate